(2-hydroxyethyl)-1,3-dimethyl-1H-pyrazol-5-ol OCCC=1C(=NN(C1O)C)C